C(C)(C)N1C(N(C(C(=C1)C(=O)OCC)=O)C=1C=NN(C1)C)=O ethyl 1-isopropyl-3-(1-methyl-1H-pyrazol-4-yl)-2,4-dioxo-1,2,3,4-tetrahydropyrimidine-5-carboxylate